F[C@@H]1[C@H]2COC[C@@H](C[C@@H]1OC1=CC=C(N=N1)C1=C(C=C(C=C1)C=1C=NN(C1)C)O)N2 2-(6-(((1r,5r,6r,7s)-6-fluoro-3-oxa-9-azabicyclo[3.3.1]non-7-yl)oxy)pyridazin-3-yl)-5-(1-methyl-1H-pyrazol-4-yl)phenol